C(C)(C)(C)OC(=O)N1C[C@H](C(C1)=O)CC=C |r| Racemic-tert-Butyl-3-allyl-4-oxopyrrolidine-1-carboxylate